4'-(methoxymethyl)-[1,1'-biphenyl]-4-amine COCC1=CC=C(C=C1)C1=CC=C(C=C1)N